ClC1=C(C=CC=C1Cl)SC=1C=2N(C(=NC1)N1CCC(CC1)(N)C)C=CN2 1-(8-((2,3-dichlorophenyl)thio)imidazo[1,2-c]pyrimidin-5-yl)-4-methylpiperidine-4-amine